C1CCC12CN(CC2)CC=2NC1=CC(=CC=C1C2)CN2N=NC(=C2)C=2C(=NC=C(C2)OC)C#N (1-[(2-{(6-Aza-6-spiro[3.4]octyl)methyl}-1H-indol-6-yl)methyl]-1H-1,2,3-triazol-4-yl)-5-methoxy-2-pyridinecarbonitrile